[Si](C1=CC=CC=C1)(C1=CC=CC=C1)(C(C)(C)C)O[C@]1(CN(CCOC1)C1=NC(=NC(=N1)OC(C)[C@H]1N(C[C@@H](C1)F)C([2H])([2H])[2H])C(NO)=N)C 4-((S)-6-((tert-butyldiphenylsilyl)oxy)-6-methyl-1,4-oxazepan-4-yl)-6-(1-((2S,4R)-4-fluoro-1-(methyl-d3)pyrrolidin-2-yl)ethoxy)-N-hydroxy-1,3,5-triazine-2-carboximidamide